racemic-3-methoxy-3-methylbutan-2-amine hydrochloride Cl.COC([C@@H](C)N)(C)C |r|